NC[C@H]1NC([C@H](SCC1)C1=CC=C(C=C1)OCC1=CC=CC=C1)=O (2R,5S)-5-(aminomethyl)-2-(4-benzyloxyphenyl)-1,4-thiazepan-3-one